C(C)(C)(C)OC(=O)N1CC2=CC=CC=C2\C(\C1)=N/O (4E)-4-hydroxyimino-1,3-dihydroisoquinoline-2-carboxylic acid tert-butyl ester